C(C)(C)(C)C1=NOC(=C1)NC(CC1=CC=C(C=C1)N1C=NC2=C1C=CC(=C2)N2CCCCC2)=O N-(3-(tert-butyl)isoxazol-5-yl)-2-(4-(5-(piperidin-1-yl)-1H-benzo[d]imidazol-1-yl)phenyl)acetamide